C(C)(C)(C)OC(=O)N1CC2C(CC1)OSO2.C(#N)C2(C1CCN(CC21)C(=O)OC(C)(C)C)C2=CC=CC=C2 tert-butyl 7-cyano-7-phenyl-3-azabicyclo[4.1.0]heptane-3-carboxylate Tert-butyl-tetrahydro-[1,3,2]dioxathiolo[4,5-c]pyridine-5(4H)-carboxylate